O=C1CCCCCC1 6-oxo-cycloheptane